1-Propionylazetidin-3-yl (8-amino-7-fluoro-6-(4-methyl-5,6,7,8-tetrahydro-1,5-naphthyridin-3-yl)isoquinolin-3-yl)carbamate NC=1C(=C(C=C2C=C(N=CC12)NC(OC1CN(C1)C(CC)=O)=O)C=1C=NC=2CCCNC2C1C)F